P(=O)(OCC(COC([C@@H](NC(=O)OCC1=CC=CC=C1)C(C)C)=O)OC([C@@H](NC(=O)OCC1=CC=CC=C1)C(C)C)=O)(OC[C@@H](COC(CCCCCCCCCCCCC)=O)OC(CCCCCCCCCCCCC)=O)[O-].[Na+] sodium 2,3-bis((((benzyloxy)carbonyl)-L-valyl)oxy)propyl ((R)-2,3-bis(tetradecanoyloxy)propyl) phosphate